BrC1=NC2=C(N1COCC[Si](C)(C)C)C=CC=C2 2-bromo-1-{[2-(trimethylsilyl)ethoxy]methyl}-1,3-benzodiazole